(1s,3s)-3-fluorocyclobutyl (1-cyclopropyl-3-(3,3-difluoro-cyclobutyl)-4-methyl-1H-pyrazol-5-yl)carbamate C1(CC1)N1N=C(C(=C1NC(OC1CC(C1)F)=O)C)C1CC(C1)(F)F